CC1=NN(C(=C1)C1=NSC=2C1=NC(=CC2C2(CCOCC2)C#N)N2[C@@H](COCC2)C)C2OCCCC2 4-(3-(3-methyl-1-(tetrahydro-2H-pyran-2-yl)-1H-pyrazol-5-yl)-5-((R)-3-methylmorpholino)isothiazolo[4,5-b]pyridin-7-yl)tetrahydro-2H-pyran-4-carbonitrile